COC(C(C(C1=CC(=C(C=C1)C)CCl)C=1SC(=CC1)C(C)=O)C)=O.FC(C=1C=C(C=C(C1)C(F)(F)F)[B-](C1=CC(=CC(=C1)C(F)(F)F)C(F)(F)F)(C1=CC(=CC(=C1)C(F)(F)F)C(F)(F)F)C1=CC(=CC(=C1)C(F)(F)F)C(F)(F)F)(F)F.C(CCC)[NH+](CCCC)CCCC tri(n-butyl)ammonium tetrakis(3,5-bistrifluoromethylphenyl)borate Methyl-3-(5-Acetylthiophen-2-yl)-3-[3-(Chloromethyl)-4-Methylphenyl]-2-Methylpropanoate